C(C1=C2OOC2=CC=C1)(=O)O epoxysalicylic acid